9-(4-(4-(methylamino)piperidin-1-yl)-3-(trifluoromethyl)phenyl)-3-methyl-1-(tetrahydro-2H-pyran-4-yl)pyrazolo[1,5-c]quinazolin-2(3H)-one CNC1CCN(CC1)C1=C(C=C(C=C1)C1=CC=2C=3N(C=NC2C=C1)N(C(C3C3CCOCC3)=O)C)C(F)(F)F